(4R)-2,2-dimethyloxan CC1(OCCCC1)C